5-(3-methyl-1-((5-methyl-6-(piperazin-1-yl)pyridin-3-yl)methyl)-4,6-dihydropyrrolo[3,4-c]pyrazol-5(1H)-yl)quinoline-8-carbonitrile CC=1C2=C(N(N1)CC=1C=NC(=C(C1)C)N1CCNCC1)CN(C2)C2=C1C=CC=NC1=C(C=C2)C#N